NC=1C(=NC(=C(N1)F)C1=CC(=C(C=C1)OC)CN(C)C)C=1C=C2CCNC(C2=CC1F)=O 6-(3-amino-6-(3-((dimethylamino)methyl)-4-methoxyphenyl)-5-fluoropyrazin-2-yl)-7-fluoro-3,4-dihydroisoquinolin-1(2H)-one